The molecule is a menaquinol having a side chain composed of nine isoprenoid units. It has a role as an electron donor. CC1=C(C2=CC=CC=C2C(=C1C/C=C(\\C)/CC/C=C(\\C)/CC/C=C(\\C)/CC/C=C(\\C)/CC/C=C(\\C)/CC/C=C(\\C)/CC/C=C(\\C)/CC/C=C(\\C)/CCC=C(C)C)O)O